(3-fluoro-4-((1-isopropyl-2-keto-2,3-dihydro-1H-imidazo[4,5-b]pyridin-7-yl)oxy)phenyl)-1,5-diphenyl-1H-pyrazole-4-carboxamide FC=1C=C(C=CC1OC1=C2C(=NC=C1)NC(N2C(C)C)=O)C2=NN(C(=C2C(=O)N)C2=CC=CC=C2)C2=CC=CC=C2